C(C)(=O)[O-].C(CCCCCCC)N1C=[N+](C=C1)C 1-Octyl-3-methylimidazolium Acetate